CN1C[C@@]2(CC[C@H]2NC=2C(=CN(C(C2)=O)C2CCOCC2)C(=O)N)CCC1 4-(((1R,4S)-6-methyl-6-azaspiro[3.5]nonan-1-yl)amino)-6-oxo-1-(tetrahydro-2H-pyran-4-yl)-1,6-dihydropyridine-3-carboxamide